(S)-4-(5-(5-fluoro-2-methoxypyridin-4-yl)-1H-pyrazole-3-carbonyl)-N-((1S,4R)-4-hydroxy-4-(perfluoroethyl)cyclohexyl)-4-azaspiro[2.5]octane-7-carboxamide FC=1C(=CC(=NC1)OC)C1=CC(=NN1)C(=O)N1C2(CC2)C[C@H](CC1)C(=O)NC1CCC(CC1)(C(C(F)(F)F)(F)F)O